C(C1=CC=CC=C1)OC1=CC=C2C=CC(=NC2=C1)COC=1C=CC(=C(C(=O)O)C1)O 5-((7-(Benzyloxy)quinolin-2-yl)methoxy)-2-hydroxybenzoic acid